C(C1=CC=CC=C1)OC(=O)N[C@@H](C(=O)OC)C(C1CCCCC1)C1CCCCC1 methyl (R)-2-(((benzyloxy) carbonyl) amino)-3,3-dicyclohexylpropionate